N(N)C(=O)C=1C=CC(=C(N[C@@H](C)C2CC3(CN(C3)C(=O)OC(C)(C)C)C2)C1)C(F)(F)F tert-butyl 6-{(1S)-1-[5-(hydrazinocarbonyl)-2-(trifluoromethyl) anilino] ethyl}-2-azaspiro[3.3]heptane-2-carboxylate